C(C)C1(CC2=C(NNC2(C(=O)O)C)C1=O)C(=O)O 5-Ethyl-3-methyl-6-oxo-1,4,5,6-tetrahydrocyclopenta[c]pyrazole-3,5-dicarboxylic acid